14-eicoseneoic acid methyl ester COC(CCCCCCCCCCCCC=CCCCCC)=O